COC1=C(C=CC=C1)C(CN1C(N(C(C(=C1)/C(/C)=N/OC(C)C)=O)C[C@H](C)NC(C(C)C)=O)=O)O N-((2S)-1-{3-[2-(2-methoxyphenyl)-2-hydroxyethyl]-5-[(E)-1-(isopropoxyimino)ethyl]-2,6-dioxo-3,6-dihydropyrimidin-1(2H)-yl}propan-2-yl)-2-methylpropanamide